tert-butyl N-[4-(3,4-difluorophenyl)-2-nitro-phenyl]carbamate FC=1C=C(C=CC1F)C1=CC(=C(C=C1)NC(OC(C)(C)C)=O)[N+](=O)[O-]